CN1N=CC(=C1)C#C 1-methyl-4-ethynylpyrazole